5-(1-phenylcyclopentyl)-1,3,4-oxadiazole-2-carboxylic acid ethyl ester C(C)OC(=O)C=1OC(=NN1)C1(CCCC1)C1=CC=CC=C1